OCCN(CCCN)CCO N',N'-bis(2-hydroxyethyl)-1,3-diaminopropane